6-methoxy-2-(2-(thien-2-yl)ethyl)-1,2,3,4-tetrahydroisoquinoline COC=1C=C2CCN(CC2=CC1)CCC=1SC=CC1